C(C)OC1=CC=C(C=N1)C1=CN(C2=CC(=CC=C12)NC(C1=CC(=C(C=C1)C)NC1=NC=CC(=N1)C=1C=NC=CC1)=O)C N-(3-(6-Ethoxypyridin-3-yl)-1-methyl-1H-indol-6-yl)-4-methyl-3-((4-(pyridin-3-yl)pyrimidin-2-yl)amino)benzamide